C(C)(C)(C)OC(NC1CCC2(C=3C=CC=NC13)COC2)=O (7',8'-dihydro-6'H-spiro[oxetan-3,5'-quinolin]-8'-yl)carbamic acid tert-butyl ester